2-(benzo[d][1,3]dioxol-5-yl)-N-(2-((2-((1-cyanopyrrolidin-3-yl)amino)-2-oxoethyl)amino)-2-oxoethyl)-N-(1-(1-(naphthalen-1-yl)ethyl)piperidin-4-yl)acetamide O1COC2=C1C=CC(=C2)CC(=O)N(C2CCN(CC2)C(C)C2=CC=CC1=CC=CC=C21)CC(=O)NCC(=O)NC2CN(CC2)C#N